C(C)(C)C1=NC=C(C=N1)C=1C=C2C(=NC1)NC=C2 5-(2-isopropylpyrimidin-5-yl)-1H-pyrrolo[2,3-b]pyridine